4-benzyl-N-[(3S)-piperidin-3-yl]-5-(trifluoromethyl)pyrimidin-2-amine C(C1=CC=CC=C1)C1=NC(=NC=C1C(F)(F)F)N[C@@H]1CNCCC1